4-butyl-1-(4-chloro-2-fluorophenyl)-3-(4-fluorophenyl)-N-((3-methoxy-1-methylazetidin-3-yl)methyl)-5-methyl-4,5-dihydro-1H-pyrazole-5-carboxamide C(CCC)C1C(=NN(C1(C(=O)NCC1(CN(C1)C)OC)C)C1=C(C=C(C=C1)Cl)F)C1=CC=C(C=C1)F